6-(4-fluorophenoxy)-1H-benzimidazole FC1=CC=C(OC=2C=CC3=C(NC=N3)C2)C=C1